CN(C(O[C@@H]1N(CCC1)C1=NC(=CC=C1NC(CN1CCC(CC1)O)=O)NC=1C=C2C=NNC2=CC1)=O)C1=CC=C(C=C1)C (S)-{1-{6-[(1H-indazol-5-yl) amino]-3-[2-(4-hydroxypiperidin-1-yl) acetamido] pyridin-2-yl} pyrrolidin-2-yl} methyl-p-tolylcarbamate